5-bromo-3-(6-methoxypyridin-3-yl)-2-methyl-1-tosyl-1H-pyrrolo[2,3-b]pyridine BrC=1C=C2C(=NC1)N(C(=C2C=2C=NC(=CC2)OC)C)S(=O)(=O)C2=CC=C(C)C=C2